O1[C@H](COCC1)CN1N=C2C3=C(C[C@H](C2=C1)C)OC(=C3C(F)(F)F)C(=O)NCC=3SC=CN3 (4R)-2-{[(2S)-1,4-dioxan-2-yl]methyl}-4-methyl-N-[(1,3-thiazol-2-yl)methyl]-8-(trifluoromethyl)-4,5-dihydro-2H-furo[2,3-g]indazole-7-carboxamide